[O-2].[Al+3].[Fe+2] Iron-aluminum oxide